Cl.NCC=1NC(C=2SC(=C3OCCCC1C23)C2=CC=NC=C2)=O 5-(aminomethyl)-1-(pyridin-4-yl)-4,6,7,8-tetrahydro-3H-9-oxa-2-thia-4-azabenzo[cd]azulen-3-one hydrochloride